((S)-1-(((S)-1-amino-1-oxo-3-((S)-2-oxopyrrolidin-3-yl)propan-2-yl)amino)-3-cyclohexyl-1-oxopropan-2-yl)carbamic acid-2-(3-chlorobenzyl)cyclopentyl ester ClC=1C=C(CC2C(CCC2)OC(N[C@H](C(=O)N[C@H](C(=O)N)C[C@H]2C(NCC2)=O)CC2CCCCC2)=O)C=CC1